2,7-Diamino-9-phenyl-10-(diethylaminopropyl)-phenanthridinium iodide [I-].NC1=CC2=C3C(=C(C=C(C3=C[NH+]=C2C=C1)N)C1=CC=CC=C1)CCCN(CC)CC